NC1=C(C#N)C=C(C=C1)C=1[Se]C2=C(N1)C=C(C=C2)F 2-amino-5-(5-fluorobenzoselenazol-2-yl)benzonitrile